COC1=C(C=CC=C1)C1=NC=CC=C1 2-(2-methoxyphenyl)pyridine